FC=1C(=C(C=CC1F)NC1=C(NC2=C1C(NCC2)=O)C2=C(C=NC=C2)OCC(C)(C)OC)OC 3-[(3,4-difluoro-2-methoxyphenyl)amino]-2-[3-(2-methoxy-2-methylpropoxy)pyridin-4-yl]-1,5,6,7-tetrahydro-4H-pyrrolo[3,2-c]pyridin-4-one